FC=1C=2N(C=C(C1)C1=CNC=3N=C(N=CC31)NC3CCC(CC3)NC(C)=O)C=CN2 N-((1s,4s)-4-((5-(8-fluoroimidazo[1,2-a]pyridin-6-yl)-7H-pyrrolo[2,3-d]pyrimidin-2-yl)amino)cyclohexyl)acetamide